(Z)-2-((1-acetyl-3-oxoindolin-2-ylidene)methyl)-4-(naphthalen-2-yl)quinoline-6-carboxylic acid C(C)(=O)N1\C(\C(C2=CC=CC=C12)=O)=C/C1=NC2=CC=C(C=C2C(=C1)C1=CC2=CC=CC=C2C=C1)C(=O)O